CN1C=NC=2N=CN(C(C12)=O)CC1=NC(=NO1)C1[C@H]2CN(C[C@@H]12)C1=CC2=CC=CC=C2C=C1 7-methyl-1-[[3-[(1R,5S,6r)-3-[2-naphthyl]-3-azabicyclo[3.1.0]hexan-6-yl]-1,2,4-oxadiazol-5-yl]methyl]purin-6-one